choline 3,4-dihydroxybenzoate OC=1C=C(C(=O)OCC[N+](C)(C)C)C=CC1O